5-(2-aminopiperazin-1-yl)-2,3-dihydro-1,4-benzodioxine NC1N(CCNC1)C1=CC=CC=2OCCOC21